C1(CC1)[C@@](C)(O)C1=NC=CC(=N1)C1=NC=C(C(=C1F)C(=O)N1[C@@H](CN([C@H](C1)C)CC1=NC=C(C=C1F)F)C)C (2-(2-((R)-1-cyclopropyl-1-hydroxyethyl)pyrimidin-4-yl)-3-fluoro-5-methylpyridin-4-yl)((2R,5s)-4-((3,5-difluoropyridin-2-yl)methyl)-2,5-dimethylpiperazin-1-yl)methanone